C(#N)C1=CC=C(C=C1)C1CN(C1)C(C[C@@H]1CN(CC1)C#N)=O (R)-3-(2-(3-(4-cyanophenyl)azetidin-1-yl)-2-oxoethyl)pyrrolidine-1-carbonitrile